N1=C(N=CC=C1)N1[C@H](C2=C(CC1)NC=N2)C2=NN1C(C=CC=C1C(F)(F)F)=C2 (R)-5-(pyrimidin-2-yl)-4-(7-(trifluoromethyl)pyrazolo[1,5-a]pyridin-2-yl)-4,5,6,7-tetrahydro-1H-imidazo[4,5-c]pyridine